2,2,2-trifluoro-1-[3,5-dimethyl-4-ethoxyphenyl]-ethanone oxime FC(C(=NO)C1=CC(=C(C(=C1)C)OCC)C)(F)F